C(C1=CC=CC=C1)OC(=O)N1[C@@H]([C@H](CC1)O)CC(=O)OC (2r,3s)-3-hydroxy-2-(2-methoxy-2-oxoethyl)pyrrolidine-1-carboxylic acid benzyl ester